N1=CC(=CC2=CC=CC=C12)C=1C=CC=2NC3=CC=C(C=C3C2C1)C=1C=NC2=CC=CC=C2C1 3,6-di-quinoline-3-yl-9H-carbazole